(R)-1-(7-(8-ethyl-7-fluoro-3-hydroxynaphthalen-1-yl)-8-fluoro-2-(((2S,4R)-4-fluoro-1-methylpyrrolidin-2-yl)methoxy)-5-(propynyl)pyrido[4,3-d]pyrimidin-4-yl)-3-methylpiperidin-3-ol C(C)C=1C(=CC=C2C=C(C=C(C12)C1=C(C=2N=C(N=C(C2C(=N1)C#CC)N1C[C@@](CCC1)(O)C)OC[C@H]1N(C[C@@H](C1)F)C)F)O)F